N,N'-bis[(2-hydroxy-5-vinylphenyl)-methylene]-1,2-diaminocyclohexane OC1=C(C=C(C=C1)C=C)C=NC1C(CCCC1)N=CC1=C(C=CC(=C1)C=C)O